C(C)OCOC1=C(C=CC(=C1)C#C)C1=C(N=C(N=N1)N)C 6-(2-(ethoxymethoxy)-4-ethynylphenyl)-5-methyl-1,2,4-triazin-3-amine